(S)-N-(3-(2-((R)-2-hydroxypropoxy)-6-((R)-2-methylmorpholino)pyridin-4-yl)-4-methylphenyl)-3-(2,2,2-trifluoroethyl)pyrrolidine-1-carboxamide O[C@@H](COC1=NC(=CC(=C1)C=1C=C(C=CC1C)NC(=O)N1C[C@@H](CC1)CC(F)(F)F)N1C[C@H](OCC1)C)C